4-[(methoxy)carbonyl]phenolate COC(=O)C1=CC=C(C=C1)[O-]